(3R,4S,5R,6R)-4-(4-(3-fluorophenyl)-1H-1,2,3-triazol-1-yl)-6-(hydroxymethyl)tetrahydro-2H-pyran-2,3,5-triol FC=1C=C(C=CC1)C=1N=NN(C1)[C@@H]1[C@H](C(O[C@@H]([C@@H]1O)CO)O)O